C(C)(C)C1=C(NC2=CC=C(C=C12)OCC1CCN(CC1)C1COC1)C=1C=C(C=2N(C1)N=CN2)C 6-(3-isopropyl-5-((1-(oxetan-3-yl)piperidin-4-yl)methoxy)-1H-indol-2-yl)-8-methyl-[1,2,4]triazolo[1,5-a]pyridine